C(C)(C)(C)OC(NC1(CCN(CC1)C1=NC(=C(N=C1)SC1=C(C(=CC=C1)S(NC(C1=CC=CC=C1)=O)(=O)=O)Cl)N)C)=O (1-(6-Amino-5-((3-(N-benzoylsulfamoyl)-2-chlorophenyl)thio)pyrazin-2-yl)-4-methylpiperidin-4-yl)carbamic acid tert-butyl ester